(5r,8r)-N-[(3-fluorophenyl)methyl]-8-{[1-(2-hydroxyethyl)-1H-pyrazol-4-yl]amino}-2-azaspiro[4.5]decane-2-carboxamide FC=1C=C(C=CC1)CNC(=O)N1CC2(CC1)CCC(CC2)NC=2C=NN(C2)CCO